2-((1s,3s)-3-(5-(2-aminopropan-2-yl)pyridin-2-yl)cyclobutyl)-7-methoxy-[1,2,4]triazolo[1,5-c]quinazolin-5-amine NC(C)(C)C=1C=CC(=NC1)C1CC(C1)C1=NN2C(=NC=3C(=CC=CC3C2=N1)OC)N